4-(6-(4-(2-(4-(4-(2,6-dioxopiperidin-3-yl)phenyl)piperidin-1-yl)-2-oxoethyl)-piperidin-1-yl)hexyl)-2-((S)-1-(3-ethoxy-4-methoxyphenyl)-2-(methylsulfonyl)ethyl)isoindoline-1,3-dione O=C1NC(CCC1C1=CC=C(C=C1)C1CCN(CC1)C(CC1CCN(CC1)CCCCCCC1=C2C(N(C(C2=CC=C1)=O)[C@H](CS(=O)(=O)C)C1=CC(=C(C=C1)OC)OCC)=O)=O)=O